CC=1N2C=3SC=4CC(CC4C3C(=NCC2=NN1)C1=C(C=CC=C1)CO)C(=O)N1CCOCC1 {2-[3-Methyl-13-(morpholine-4-carbonyl)-16-thia-2,4,5,8-tetraazatetracyclo[8.6.0.02,6.011,15]hexadeca-1(10),3,5,8,11(15)-pentaen-9-yl]phenyl}methanol